2-(3-cyano-1-isopropyl-1H-indol-5-yl)-5-methyl-2H-1,2,3-Triazole-4-carboxylic acid C(#N)C1=CN(C2=CC=C(C=C12)N1N=C(C(=N1)C(=O)O)C)C(C)C